FC1=C(CC=2C=C3C(=NNC3=CC2)C=CC2=NC=CC=C2)C=CC=C1F 5-(2,3-difluorobenzyl)-3-(2-(pyridin-2-yl)vinyl)-1H-indazole